ClC=1C=CC2=C(C(=NC(C(N2)=O)OC(C)=O)C2=CC=CC=C2)C1 7-chloro-5-phenyl-3-acetoxy-2,3-dihydro-1H-1,4-benzodiazepin-2-one